C(CC1=CC=CC=C1)NC(=O)N1CCN(CC1)C1=NC=CC=N1 N-phenethyl-4-(pyrimidin-2-yl)piperazine-1-carboxamide